FC=1C=CC(=C2C=C(N(C12)CCNC1=NC=NC(=C1)C1=CC=C2C=CN=CC2=C1)C)OC [2-(7-Fluoro-4-methoxy-2-methyl-indol-1-yl)-ethyl]-(6-isoquinolin-7-yl-pyrimidin-4-yl)-amine